(Rac)-(4aR,9bR)-7-(trifluoromethyl)-2,3,4,4a,5,9b-hexahydro-1H-indeno[1,2-b]pyridine hydrogen chloride Cl.FC(C=1C=C2C[C@@H]3[C@@H](NCCC3)C2=CC1)(F)F |r|